FC1(CN(CCC1)CCCC(C(=O)O)C)F 5-(3,3-difluoropiperidin-1-yl)-2-methylpentanoic acid